BrCC1=CC=CC2=C1N=CO2 4-(bromomethyl)-1,3-benzoxazole